COC1CC(OC1)C(=O)O 4-(Methyl-hydroxy)-2-oxolanoic Acid